ClC1=C(C=CC=C1CC)N1CCN(CC1)CC[C@@H]1CC[C@H](CC1)N trans-4-(2-(4-(2-Chloro-3-ethylphenyl)piperazin-1-yl)ethyl)cyclohexan-1-amine